C(C)C=1N=C2N(C=C(C=C2N2CCOCC2)C=2C(=CC(=C(C2)NC(=O)N2C[C@@H](CC2)CC(F)(F)F)F)C)C1 (S)-N-(5-(2-Ethyl-8-morpholinoimidazo[1,2-a]pyridin-6-yl)-2-fluoro-4-methylphenyl)-3-(2,2,2-trifluoroethyl)pyrrolidine-1-carboxamide